CC1=NC=CC=C1N1C(C=CC=C1C)=O 2',6-dimethyl-[1,3'-bipyridine]-2-one